8-(bicyclo[3.1.0]hexan-1-yl)-9-(4-((1-(3-fluoropropyl)azetidin-3-ylidene)methyl)phenyl)-6,7-dihydro-5H-benzo[7]annulene-3-carboxylic acid C12(CCCC2C1)C=1CCCC2=C(C1C1=CC=C(C=C1)C=C1CN(C1)CCCF)C=CC(=C2)C(=O)O